FC=1C(=C(C#N)C=C(C1)[N+](=O)[O-])C=1C=NC(=CC1)C(F)(F)F 3-fluoro-5-nitro-2-(6-(trifluoromethyl)pyrid-3-yl)benzonitrile